CC=1C(=C(C=C(C1)C)O)C1=CC2=C(N=N1)C(=CS2)C2=CCCN(C2)C 3,5-dimethyl-2-[7-(1-methyl-3,6-dihydro-2H-pyridin-5-yl)thieno[3,2-c]pyridazin-3-yl]phenol